5-(4-fluorophenyl)-4-isopropyl-1-methyl-1H-pyrazol-3-amine FC1=CC=C(C=C1)C1=C(C(=NN1C)N)C(C)C